ClC=1C=C(C(=NC1)OC)S(=O)(=O)NC1=C(C(=C(C=C1)F)C=1C=CC=2N(C1)C=NC2C2=NN=C(N2)C2CC2)F 5-chloro-N-[3-[1-(5-cyclopropyl-4H-1,2,4-triazol-3-yl)imidazo[1,5-a]pyridin-6-yl]-2,4-difluorophenyl]-2-methoxypyridine-3-sulfonamide